((5-bromo-6-fluoro-4-(trimethylstannyl)naphthalen-2-yl)oxy)triisopropylsilane BrC1=C2C(=CC(=CC2=CC=C1F)O[Si](C(C)C)(C(C)C)C(C)C)[Sn](C)(C)C